2-(5-chlorocyclohexa-1,5-dien-1-yl)-1-(4-chlorophenyl)-2-methylpropyl ((S)-4-methyl-1-oxo-1-(((S)-1-oxo-3-((S)-2-oxopyrrolidin-3-yl)propan-2-yl)amino)pentan-2-yl)carbamate CC(C[C@@H](C(N[C@H](C=O)C[C@H]1C(NCC1)=O)=O)NC(OC(C(C)(C)C1=CCCC(=C1)Cl)C1=CC=C(C=C1)Cl)=O)C